2-(3-chloro-phenyl)-6-(9,9-diphenyl-9H-fluoren-3-yl)-benzoxazole ClC=1C=C(C=CC1)C=1OC2=C(N1)C=CC(=C2)C=2C=CC=1C(C3=CC=CC=C3C1C2)(C2=CC=CC=C2)C2=CC=CC=C2